3-(3-amino-3-carboxypropyl)-5,6-dihydro-uridine NC(CCN1C(N([C@H]2[C@H](O)[C@H](O)[C@@H](CO)O2)CCC1=O)=O)C(=O)O